(2S,3S,4R,5S)-2-((((((S)-1-(1,3-Dioxolan-2-yl)ethyl)amino)(phenoxy)phosphoryl)-oxy)methyl)-4-fluoro-5-(5-methyl-2,4-dioxo-3,4-dihydropyrimidin-1(2H)-yl)tetrahydrofuran-3-yl propionate C(CC)(=O)O[C@H]1[C@@H](O[C@@H]([C@@H]1F)N1C(NC(C(=C1)C)=O)=O)COP(=O)(OC1=CC=CC=C1)N[C@@H](C)C1OCCO1